C1(=CC=CC=C1)C=1OC2=C(C1SC)C=C(C=C2)C 2-phenyl-3-(methylthio)-5-methylbenzofuran